ClC=1C(=NC(=NC1)NC1=C(C=C(C=C1)N1CCC(CC1)N(C)C)OC)NC=1C=CC=C2C=CN(C12)S(=O)(=O)C 5-chloro-N2-(4-(4-(dimethylamino)piperidin-1-yl)-2-methoxyphenyl)-N4-(1-(methylsulfonyl)indol-7-yl)pyrimidine-2,4-diamine